N-(4-(9-phenyl-9H-carbazole-3-yl)phenyl)-[1,1'-biphenyl]-4-amine C1(=CC=CC=C1)N1C2=CC=CC=C2C=2C=C(C=CC12)C1=CC=C(C=C1)NC1=CC=C(C=C1)C1=CC=CC=C1